CC=1C(=NC=2CN(CCC2C1)C(=O)OC(C)(C)C)N(C(C=C)=O)C tert-butyl 3-methyl-2-(N-methylacrylamido)-5,8-dihydro-1,7-naphthyridine-7(6H)-carboxylate